2-(2,6-Dioxopiperidin-3-yl)-4-((5-(2-fluoro-6-methylphenoxy)-1-methyl-1H-indazol-4-yl)amino)isoindoline-1,3-dione O=C1NC(CCC1N1C(C2=CC=CC(=C2C1=O)NC1=C2C=NN(C2=CC=C1OC1=C(C=CC=C1C)F)C)=O)=O